C(=O)O.COC1=CC=2C3=C(C(=NC2C=C1OCCCN1CCCC1)NCCSC)CCC3 8-methoxy-N-[2-(methylsulfanyl)ethyl]-7-[3-(pyrrolidin-1-yl)propoxy]-1H,2H,3H-cyclopenta[c]quinolin-4-amine formate